Formyl-3-hydroxypyridin-4-one C(=O)C1=NC=CC(C1O)=O